N-(4-(tert-butyl)phenyl)-3-chloroaniline C(C)(C)(C)C1=CC=C(C=C1)NC1=CC(=CC=C1)Cl